tert-butyl (4S)-4-[1-(3-hydroxypropoxy)-3-methyl-butyl]-2,2-dimethyl-oxazolidine-3-carboxylate OCCCOC(CC(C)C)[C@H]1N(C(OC1)(C)C)C(=O)OC(C)(C)C